pyrazolyl-pyrazolebisamide N1N=C(C=C1)C1=C(C(=NN1)C(=O)N)C(=O)N